COC(=O)C1CN(CCC1)C(=O)OC(C)(C)C piperidine-1,3-dicarboxylic acid 1-tert-butyl ester 3-methyl ester